O[C@@H](C=1N(C=2C(=C3CC[C@@H](N(C3=CC2)C(=O)OC)C)N1)[C@H]1C[C@@H](CCC1)C(=O)O)C1=CC=CC=C1 (1R,3R)-3-((S)-2-((R)-hydroxy(phenyl)methyl)-6-(methoxycarbonyl)-7-methyl-6,7,8,9-tetrahydro-3H-imidazo[4,5-f]quinolin-3-yl)cyclohexane-1-carboxylic acid